2-ethyl-6-[(4-fluorophenyl)methyl]-6,7-dihydro-4H-pyrazolo[1,5-a]pyrrolo[3,4-d]pyrimidine C(C)C1=NN2C(NC=3C(=C2)CN(C3)CC3=CC=C(C=C3)F)=C1